ClC1=C(C#N)C(=CC=C1)N1N=CC(=C1)C1=CN(C(C=C1C=1C=NC(=CC1)OCC)=O)C 2-chloro-6-(4-(6-ethoxy-1'-methyl-6'-oxo-1',6'-dihydro-[3,4'-bipyridin]-3'-yl)-1H-pyrazol-1-yl)benzonitrile